C(C)(C)(C)OC(=O)N=C(NC1=CC=C(C(=O)OC2=CC=C(COC(=O)N([C@H](C(=O)OC(C)(C)C)CC(=O)OC(C)(C)C)CC=3C=C(C(=O)O)C=CC3)C=C2)C=C1)NC(=O)OC(C)(C)C (S)-3-(((((4-((4-(2,3-bis(tert-butoxycarbonyl)guanidino)benzoyl)oxy)benzyl)oxy)carbonyl)(1,4-di-tert-butoxy-1,4-dioxobutan-2-yl)amino)methyl)benzoic acid